2-bromo-5-phenoxyisonicotinic acid BrC=1C=C(C(=O)O)C(=CN1)OC1=CC=CC=C1